5-{4-[2,5-difluoro-4-(4-fluorophenoxy)benzoyl]-4,7-diazaspiro[2.5]oct-7-yl}-4-methoxypyridin-2-amine FC1=C(C(=O)N2C3(CC3)CN(CC2)C=2C(=CC(=NC2)N)OC)C=C(C(=C1)OC1=CC=C(C=C1)F)F